FC1=CC=C(C=C1)C(CO)NC(=O)C=1C(=NN2C1C=C(C=C2)OCC2=NC=CC=C2)C N-[1-(4-fluorophenyl)-2-hydroxyethyl]-2-methyl-5-[(pyridin-2-yl)methoxy]pyrazolo[1,5-a]pyridine-3-carboxamide